tert-butyl (S)-4-(7-bromo-2-chloro-3-cyano-6-fluoroquinolin-4-yl)-2-(cyanomethyl)piperazine-1-carboxylate BrC1=C(C=C2C(=C(C(=NC2=C1)Cl)C#N)N1C[C@@H](N(CC1)C(=O)OC(C)(C)C)CC#N)F